potassium vinyl-trifluoroborate salt C(=C)[B-](F)(F)F.[K+]